BrC1=NNC2=C1N=C(N=C2)C=2C(=NC=NC2OC)C2CC2 3-bromo-5-(4-cyclopropyl-6-methoxy-pyrimidin-5-yl)-1H-pyrazolo[4,3-d]pyrimidine